CSCC(O)C1=CC=CC=C1 2-(methylsulfanyl)-1-phenylethan-1-ol